OC=1C=C(C=CC1)C(CNC(CCC)C)O 1-(m-hydroxyphenyl)-2-(1-methyl-butylamino)-1-ethanol